CC1=C(C=CC=C1)S(=O)(=O)N methyl-benzenesulfonamide